(furan-2-yl)-2-methylprop-2-enal O1C(=CC=C1)C=C(C=O)C